4-((3-bromo-2-fluorophenyl)imino)-1,4λ6-oxathiane-4-oxide BrC=1C(=C(C=CC1)N=S1(CCOCC1)=O)F